COC1=CC=C(C=C1)COCCOC 1-methoxy-4-(2-methoxyethoxymethyl)benzene